(1-fluoro-2-phenylvinyl) (phenyl) thioether C1(=CC=CC=C1)SC(=CC1=CC=CC=C1)F